amino-5-fluoro-7-methoxyquinazolin-4-ol NC1=NC2=CC(=CC(=C2C(=N1)O)F)OC